1-(8-oxa-3-azabicyclo[3.2.1]oct-3-yl)ethan-1-one C12CN(CC(CC1)O2)C(C)=O